FCC(C(CC(=O)O)NC([C@H](C(C)C)N1C(C2=CC(=CC=C2C1)N1CCCC1)=O)=O)=O 5-Fluoro-3-((S)-3-methyl-2-(1-oxo-6-(pyrrolidin-1-yl)isoindolin-2-yl)butyrylamino)4-oxopentanoic acid